ClC1=NC(=CC(=C1)C=1C(=NN2C1N=C(C=C2)NC(C(C)(C)O)=O)C2=CC(=CC=C2)C#N)C N-[3-(2-Chloro-6-methyl-4-pyridyl)-2-(3-cyanophenyl)pyrazolo[1,5-a]pyrimidin-5-yl]-2-hydroxy-2-methyl-propanamide